(R)-N-(2-(4-(3-(1H-Tetrazol-1-yl)propoxy)phenyl)-2-hydroxyethyl)-N-methylacetamide N1(N=NN=C1)CCCOC1=CC=C(C=C1)[C@H](CN(C(C)=O)C)O